OC1(COC1)C1=CC=C(C(=O)N2CCC(CC2)(C(=O)O)C2=CC=C(C=C2)C(F)(F)F)C=C1 1-(4-(3-hydroxyoxetan-3-yl)benzoyl)-4-(4-(trifluoromethyl)phenyl)piperidine-4-carboxylic acid